FC1=C(C=CC(=C1)I)NC1=C(C(=O)NC2CN(C2)CCC(=O)O)C=CN=C1 3-(3-(3-((2-fluoro-4-iodophenyl)amino)isonicotinamido)azetidin-1-yl)propionic acid